6-[1-(1-cyano-4-piperidyl)-5-methyl-triazol-4-yl]-4-[1-[5-(trifluoromethyl)-3-pyridyl]ethoxy]pyrazolo[1,5-a]pyridine-3-carbonitrile C(#N)N1CCC(CC1)N1N=NC(=C1C)C=1C=C(C=2N(C1)N=CC2C#N)OC(C)C=2C=NC=C(C2)C(F)(F)F